ClC=1C(=C2C(=NC1N1CC3(CN(C3)C(C=C)=O)CC1)CC(OC2)(C)C)C2=C1C=NNC1=CC=C2C 1-(6-(3-chloro-7,7-dimethyl-4-(5-methyl-1H-indazol-4-yl)-7,8-dihydro-5H-pyrano[4,3-b]pyridin-2-yl)-2,6-diazaspiro[3.4]octan-2-yl)-2-propen-1-one